(E)-1-(2-Hydroxy-4,6-dimethoxyphenyl)-3-[4-[(2S,3R,4S,5S,6R)-3,4,5-trihydroxy-6-(hydroxymethyl)oxan-2-yl]oxyphenyl]prop-2-en-1-one OC1=C(C(=CC(=C1)OC)OC)C(\C=C\C1=CC=C(C=C1)O[C@@H]1O[C@@H]([C@H]([C@@H]([C@H]1O)O)O)CO)=O